N-(4-{[6-(5-chloro-2-fluoro-phenyl)-3-[(2-hydroxyethyl)-sulfanyl]pyridazin-4-yl]-amino}pyridin-2-yl)-4-(4-methylpiperazin-1-yl)butan-amide ClC=1C=CC(=C(C1)C1=CC(=C(N=N1)SCCO)NC1=CC(=NC=C1)NC(CCCN1CCN(CC1)C)=O)F